CSC=1C=C(C=CC1C1(CC(=C(C2=CC=CC=C12)N)\N=N\[H])S(=O)(=O)O)C1=CC(=C(C=C1)C1(CC(=C(C2=CC=CC=C12)N)\N=N\[H])S(=O)(=O)O)SC 1,1'-(3,3'-dimethylthio[1,1'-biphenyl]-4,4'-diyl)bis{4-amino-3-[(E)-diazenyl]naphthalene-1-sulfonic acid}